C1CC12N(CCOC2)CCNC(C2=CN=C(C(=C2)NC2=NN(C1=NC(=NC=C12)NC=1C=NN(C1)C)C)C)=O N-(2-(7-oxa-4-azaspiro[2.5]octan-4-yl)ethyl)-6-methyl-5-((1-methyl-6-((1-methyl-1H-pyrazol-4-yl)amino)-1H-pyrazolo[3,4-d]pyrimidin-3-yl)amino)nicotinamide